C(C1CC(CCC1C)N)C1CC(CCC1C)N 3,3'-methylenebis(4-methylcyclohexane-1-amine)